N-(4-(chlorodifluoromethoxy)phenyl)-6-(4-((3-((2,6-dioxopiperidin-3-yl)amino)benzyl)(methyl)amino)piperidin-1-yl)-5-(1H-pyrazol-3-yl)nicotinamide ClC(OC1=CC=C(C=C1)NC(C1=CN=C(C(=C1)C1=NNC=C1)N1CCC(CC1)N(C)CC1=CC(=CC=C1)NC1C(NC(CC1)=O)=O)=O)(F)F